12-((2-(2,6-dioxopiperidin-3-yl)-1-oxoisoindolin-4-yl)amino)dodecanoic acid O=C1NC(CCC1N1C(C2=CC=CC(=C2C1)NCCCCCCCCCCCC(=O)O)=O)=O